C1(=CC=CC=C1)SC1=CC=C(C=C1)[S+](C1=CC=CC=C1)C1=CC=CC=C1 4-phenylsulfanylphenyl-diphenyl-sulfonium